N1N=CN=C1[C@@H]1CN(CC1)C(=O)N1CC(C1)C=1C=NC(=CC1)N1CC(C1)C(F)(F)F [(3S)-3-(1H-1,2,4-Triazol-5-yl)pyrrolidin-1-yl]-[3-[6-[3-(trifluoromethyl)azetidin-1-yl]-3-pyridyl]azetidin-1-yl]methanone